COC(=O)C1=CSC=2C1=NC=CC2C2=C(C=CC(=C2)Cl)OCCNC(C2=C(C=NC=C2Br)N)=O.COC=2C=C(C(=O)NCCOC)C=CC2 3-methoxy-N-(2-methoxyethyl)benzamide methyl-7-(2-(2-(3-amino-5-bromoisonicotinamido)ethoxy)-5-chlorophenyl)thieno[3,2-b]pyridine-3-carboxylate